ClC=1N=CC2=C(N1)N(CCC2)C2=NC=CC(=C2)C2=CC=1C(NCCC1N2)=O 2-(2-(2-chloro-6,7-dihydropyrido[2,3-d]pyrimidin-8(5H)-yl)pyridin-4-yl)-1,5,6,7-tetrahydro-4H-pyrrolo[3,2-c]pyridin-4-one